(S)-(4-(7-chloropyrazolo[1,5-a]pyridin-2-yl)-6,7-dihydro-1H-imidazo[4,5-c]pyridin-5(4H)-yl)(6-cyclopropylpyrazolo[1,5-a]pyridin-3-yl)methanone ClC1=CC=CC=2N1N=C(C2)[C@H]2N(CCC1=C2N=CN1)C(=O)C=1C=NN2C1C=CC(=C2)C2CC2